sodium 5-isopropyl-6,7-dihydro-5H-pyrrolo[1,2-b][1,2,4]triazole-2-carboxylate C(C)(C)C1CCC=2N1N=C(N2)C(=O)[O-].[Na+]